5-chloro-6-fluoro-4-(2-(((2R,7aS)-2-fluorohexahydro-1H-pyrrolizin-7a-yl)methoxy)-4-(1-oxa-6-azaspiro[3.5]nonan-6-yl)-5,6-dihydropyrido[3,4-d]pyrimidin-7(8H)-yl)naphthalen-2-ol ClC1=C2C(=CC(=CC2=CC=C1F)O)N1CC=2N=C(N=C(C2CC1)N1CC2(CCO2)CCC1)OC[C@]12CCCN2C[C@@H](C1)F